(Z)-5-((1H-pyrrolo[2,3-b]pyridin-3-yl)methylene)-3-ethyl-2-thioxothiazolidin-4-one N1C=C(C=2C1=NC=CC2)\C=C/2\C(N(C(S2)=S)CC)=O